tert-butyl 4-[1-(4-tert-butylphenyl)-5-methyl-pyrazol-3-yl]piperidine-1-carboxylate C(C)(C)(C)C1=CC=C(C=C1)N1N=C(C=C1C)C1CCN(CC1)C(=O)OC(C)(C)C